CC1OCOC1C 4,5-dimethyl-dioxolane